3-acetamido-N-[(1s,4s)-4-{[6-chloro-2-(trifluoromethyl)quinolin-4-yl]amino}cyclohexyl]benzamide C(C)(=O)NC=1C=C(C(=O)NC2CCC(CC2)NC2=CC(=NC3=CC=C(C=C23)Cl)C(F)(F)F)C=CC1